14-((2-(2,6-dioxopiperidin-3-yl)-1,3-dioxoisoindolin-4-yl)amino)-N-(4-methyl-3-(((R)-1-(naphthalen-1-yl)ethyl)carbamoyl)phenyl)-3,6,9,12-tetraoxatetradecanamide O=C1NC(CCC1N1C(C2=CC=CC(=C2C1=O)NCCOCCOCCOCCOCC(=O)NC1=CC(=C(C=C1)C)C(N[C@H](C)C1=CC=CC2=CC=CC=C12)=O)=O)=O